ethyl-1-(3-chloropyridin-2-yl)-3-hydroxy-1H-pyrazole-5-carboxylate (ethyl 1-(3-chloropyridin-2-yl)-3-hydroxy-1H-pyrazole-5-carboxylate) C(C)C=1C(=NN(C1C(=O)O)C1=NC=CC=C1Cl)O.C(C)OC(=O)C1=CC(=NN1C1=NC=CC=C1Cl)O